(s)-2-((1-(6-chloro-4-cyano-2-morpholinoquinolin-8-yl)ethyl)amino)benzoic acid ClC=1C=C2C(=CC(=NC2=C(C1)[C@H](C)NC1=C(C(=O)O)C=CC=C1)N1CCOCC1)C#N